methyl 4-(trifluoromethyl)-1-benzofuran-7-carboxylate FC(C1=CC=C(C2=C1C=CO2)C(=O)OC)(F)F